NC=1C=C2CCNC2=CC1 5-aminoindoline